(2S,4R)-allyl 4-(2-((1R,3R)-1-(benzyloxy)-4-methyl-3-(methylamino)pentyl)thiazole-4-carboxamido)-2-methyl-5-phenylpentanoate C(C1=CC=CC=C1)O[C@H](C[C@H](C(C)C)NC)C=1SC=C(N1)C(=O)N[C@H](C[C@@H](C(=O)OCC=C)C)CC1=CC=CC=C1